COC(C1=CC=C(C=C1)N1C(NC2=C1C=CC=C2)=O)=O 4-(2-oxo-2,3-dihydro-1H-benzo[d]imidazol-1-yl)benzoic acid methyl ester